C(=O)(O)CCCCOC=1C=C(C(=O)O)C=C(C1)OCC1=NC2=CC=CC=C2C=C1 3-(4-carboxybutoxy)-5-(quinolin-2-ylmethoxy)benzoic acid